(S)-3-chloro-5-(1-(2-((5-chloro-2-(2,4-dimethylpiperazin-1-yl)pyridin-4-yl)amino)-2-oxoethyl)-4-oxo-4,6,7,8-tetrahydro-1H-dipyrrolo[1,2-a:2',3'-d]pyrimidin-3-yl)-2-hydroxybenzamide ClC=1C(=C(C(=O)N)C=C(C1)C1=CN(C=2N=C3N(C(C21)=O)CCC3)CC(=O)NC3=CC(=NC=C3Cl)N3[C@H](CN(CC3)C)C)O